OCC1=CC=C2C=C(NC2=C1)C(=O)N[C@@H]1CN(CC[C@H]1C1=CC=CC=C1)C(=O)C=1C=2N(C=CC1)C=NC2 6-(hydroxymethyl)-N-((3S,4S)-1-(imidazo[1,5-a]pyridine-8-carbonyl)-4-phenylpiperidin-3-yl)-1H-indole-2-carboxamide